carbonylsulfamyl chloride C(=O)=NS(=O)(=O)Cl